COCCOC=1C(OC(=CC1NC=1C=NC=CC1)C(=O)N)=O 3-(2-methoxyethoxy)-2-oxo-4-(pyridin-3-ylamino)-2H-pyran-6-carboxamide